CC(=O)N[C@@H]1[C@H](C[C@@](O[C@H]1[C@@H]([C@@H](CO[C@@]2(C[C@@H]([C@H]([C@@H](O2)[C@@H]([C@@H](CO)O)O)NC(=O)C)O)C(=O)O)O)O)(C(=O)O)O)O The molecule is an amino disaccharide consisting of two alpha(2->9)-linked sialic acid units; corresponds to the repeating unit in the group C polysaccharide of Neisseria meningitidis (MenC).